(R)-2-methyl-N-((S)-2-oxa-8-azaspiro[4.5]dec-4-yl)propane-2-sulfinamide CC(C)(C)[S@@](=O)N[C@@H]1COCC12CCNCC2